1-(methylsulfonyl)azetidin-3-ol CS(=O)(=O)N1CC(C1)O